CN1OC(C2C1C(CC(C2)C2=CC=CC=C2)C)(C)C 1,3,3,7-tetramethyl-5-phenyloctahydrobenzo[c]isoxazole